1-(4-(1,4-dimethyl-1H-pyrazol-5-yl)-5-fluoropyrimidin-2-yl)piperidine-4-carboxylic acid ethyl ester C(C)OC(=O)C1CCN(CC1)C1=NC=C(C(=N1)C1=C(C=NN1C)C)F